6-oxohexyl undec-10-ynoate C(CCCCCCCCC#C)(=O)OCCCCCC=O